2-bromo-6-(methylthio)-4-((tetrahydro-2H-pyran-4-yl)oxy)pyridine BrC1=NC(=CC(=C1)OC1CCOCC1)SC